(3S,4R)-4-((7-(1-ethylcyclobutyl)-5-fluoropyrrolo[2,1-f][1,2,4]triazin-2-yl)amino)tetrahydro-2H-pyran-3-ol C(C)C1(CCC1)C1=CC(=C2C=NC(=NN21)N[C@H]2[C@@H](COCC2)O)F